Cl[Co](Cl)Cl dichlorocobalt (III) chloride